BrC=1C=CC(=C(C1)C(F)(F)F)F 5-bromo-2-fluorobenzotrifluoride